tert-butylbenzyl (1,1,1-trifluoro-3-methoxypropan-2-yl)carbamate FC(C(COC)NC(OC(C1=CC=CC=C1)C(C)(C)C)=O)(F)F